2-(5-fluoro-2,4-diisopropyl-6-(3-(trifluoromethyl)phenyl)pyridin-3-yl)acetamide FC=1C(=C(C(=NC1C1=CC(=CC=C1)C(F)(F)F)C(C)C)CC(=O)N)C(C)C